methyl 9-(4-((1-(3-fluoropropyl)azetidin-3-yl)methyl)phenyl)-2-methyl-6,7-dihydro-5H-benzo[7]annulene-3-carboxylate FCCCN1CC(C1)CC1=CC=C(C=C1)C1=CCCCC2=C1C=C(C(=C2)C(=O)OC)C